N-(7-Chloro-2-((1,3-dioxoisoindolin-2-yl)methyl)-1H-indol-4-yl)-N-((4-methoxyphenyl)sulfonyl)glycine ClC=1C=CC(=C2C=C(NC12)CN1C(C2=CC=CC=C2C1=O)=O)N(CC(=O)O)S(=O)(=O)C1=CC=C(C=C1)OC